O[C@H]1[C@@H]([C@H]2C[C@H]([C@H]3[C@@H]4CC[C@H]([C@@H](CCC(=O)O)C)[C@]4([C@H](C[C@@H]3[C@]2(CC1)C)O)C)O)O 3α,4β,7α,12α-tetrahydroxy-5β-cholan-24-oic acid